3-(2-((tert-Butyldimethylsilyl)oxy)ethyl)isoxazole-5-carboxylic acid [Si](C)(C)(C(C)(C)C)OCCC1=NOC(=C1)C(=O)O